N,N-dibenzyl-prop-2-yn-1-amine C(C1=CC=CC=C1)N(CC#C)CC1=CC=CC=C1